C(C)(C)C1=C(C(=CC(=C1)C)C(C)C)NC=1C=C2N(CCC3=CC(=C(C=C23)OC)OC)C(N1)=O 2-[(2,6-diisopropyl-4-methylphenyl)amino]-9,10-dimethoxy-6h,7h-pyrimido[4,3-a]isoquinolin-4-one